FC1=CC2=C(N(C(=N2)NC=2OC3=C(N2)C=C(C=C3)C(=O)OC)C)C=C1 methyl 2-((5-fluoro-1-methyl-1H-benzo[d]imidazol-2-yl)amino)benzo[d]oxazole-5-carboxylate